N-nitrosobis(2-oxypropyl)amine CC(=O)CN(CC(=O)C)N=O